CCC(CO)NC(=O)C N-(1-hydroxybutan-2-yl)acetamide